ClC1=CC(=C(C=C1)C1=NC(=CC=2C1=NC(=C(N2)C)C)[C@@H]2C[C@H](OCC2)C=2C=NN(C2)C)F 5-(4-chloro-2-fluorophenyl)-2,3-dimethyl-7-((2s,4s)-2-(1-methyl-1H-pyrazol-4-yl)tetrahydro-2H-pyran-4-yl)pyrido[3,4-b]pyrazine